CC(C(C(F)(F)F)(F)F)C(CO)O 1-methyl-2,2,3,3,3-pentafluoropropylethylene glycol